ethyl (S)-5-(6-(3-ethylmorpholino)-4-(2-(methylsulfonyl)propan-2-yl)pyridin-2-yl)-1H-pyrrolo[3,2-b]pyridine-2-carboxylate C(C)[C@H]1COCCN1C1=CC(=CC(=N1)C1=CC=C2C(=N1)C=C(N2)C(=O)OCC)C(C)(C)S(=O)(=O)C